C(C)[N+]1=CC=C(C=C1)N1CCCC1 1-ethyl-4-(pyrrolidin-1-yl)pyridinium